COC1=CC=C(C=C1)C1(C=C(C2=C(O1)C=1C=CC(=CC1C1=C2C(C2=CC(=CC=C21)C2=CC=CC=C2)(C)CCC(=O)O)OC)CC(=O)O)C2=CC=C(C=C2)OC 3,3-Bis(4-methoxyphenyl)-7-methoxy-11-phenyl-13-(2-hydroxycarbonylethyl)carboxymethyl-13-methyl-3H,13H-indeno[2',3':3,4]-naphtho[1,2-b]pyran